N-((S)-(4,4-difluorocyclohexyl)(2-(((5R)-2-oxo-5-(trifluoromethyl)piperidin-3-yl)methyl)imidazo[1,2-b][1,2,4]triazin-6-yl)methyl)-4-ethyl-1,2,5-oxadiazole-3-carboxamide FC1(CCC(CC1)[C@H](NC(=O)C1=NON=C1CC)C=1N=C2N(N=C(C=N2)CC2C(NC[C@@H](C2)C(F)(F)F)=O)C1)F